C(=O)(O)C1=CC=C(C(=O)C2=CC=C(C=C2)C(=O)O)C=C1.[K].[K] dipotassium 4,4'-dicarboxyl-benzophenone